S(N)(OC[C@@H]1OC(O[C@H]1C1=C(C=CC=C1)C)(C)C)(=O)=O ((4S,5S)-5-(2-methylphenyl)-2,2-dimethyl-1,3-dioxolan-4-yl)methyl sulfamate